CC(=CCC(=O)O)C 4-METHYL-3-PENTENOIC ACID